α-Ketoisovaleric acid Sodium salt [Na+].O=C(C(=O)[O-])C(C)C